O=C1NC(CCC1C1=C(C=C(C=C1F)N1CCN(CC1)C1=NC=C(C(=O)O)C=C1)F)=O 6-(4-(4-(2,6-dioxopiperidin-3-yl)-3,5-difluorophenyl)piperazin-1-yl)nicotinic acid